N-(2-aminoethyl)biotinamide, hydrobromide Br.NCCNC(CCCC[C@@H]1SC[C@@H]2NC(=O)N[C@H]12)=O